CC=1C=C(CNC2=CN=C3N(C2=O)[C@@H](CC3)C(=O)NCC3=CC2=C(CN(C2)C(=O)OC(C)(C)C)S3)C=C(C1)C tert-butyl (S)-2-((3-((3,5-dimethyl-benzyl)amino)-4-oxo-4,6,7,8-tetrahydropyrrolo[1,2-a]pyrimidine-6-carboxamido)-methyl)-4,6-dihydro-5H-thieno[2,3-c]pyrrole-5-carboxylate